3-(((7-(2-aminopyrimidin-4-yl)-2,3-dihydrofuro[3,2-c]pyridin-4-yl)amino)methyl)-N-((1r,3r)-3-methoxycyclobutyl)benzamide NC1=NC=CC(=N1)C=1C2=C(C(=NC1)NCC=1C=C(C(=O)NC3CC(C3)OC)C=CC1)CCO2